3-((6-(3-Chloro-1H-pyrazol-4-yl)-1-oxo-2,7-naphthyridin-2(1H)-yl)methyl)-5-fluoro-N-(1-methylpiperidin-4-yl)benzamide ClC1=NNC=C1C=1C=C2C=CN(C(C2=CN1)=O)CC=1C=C(C(=O)NC2CCN(CC2)C)C=C(C1)F